BrC=1C=CC(=NC1)NC(=O)C(C(C1CC1)C1CC1)NC(OC(C)(C)C)=O tert-butyl N-[1-[(5-bromo-2-pyridyl)carbamoyl]-2,2-dicyclopropyl-ethyl]carbamate